1-(5-(((2S,4R)-2-methyl-1-(3,3,3-trifluoropropyl)piperidin-4-yl)methyl)pyrazolo[1,5-a]pyridin-3-yl)dihydropyrimidine-2,4(1H,3H)-dione C[C@@H]1N(CC[C@H](C1)CC1=CC=2N(C=C1)N=CC2N2C(NC(CC2)=O)=O)CCC(F)(F)F